C1(=CC=CC=C1)NC(CC(C)(C)C)C=1N=NNN1 N-phenyl[3,3-dimethyl-1-(2H-tetraazol-5-yl)butyl]amine